C(CCCC)Br n-pentyl bromide